2-oxo-tetrahydrothiophene-3-carbaldehyde O=C1SCCC1C=O